5-bromo-2,2-dimethyl-2,3-dihydro-1H-inden-1-amine hydrochloride Cl.BrC=1C=C2CC(C(C2=CC1)N)(C)C